OC=1C=C(OCCOC2=CC=C(C(=O)OC3=CC=C(C=C3)\C=C\C(C3=CC=CC=C3)=O)C=C2)C=C(C1)O [4-[(E)-3-Oxo-3-phenylprop-1-enyl]phenyl] 4-[2-(3,5-dihydroxyphenoxy)ethoxy]benzoate